C1(CC1)C=1C=C(C=NC1)C1=NC(=CC=C1)C(=O)OC methyl 5'-cyclopropyl-[2,3'-bipyridine]-6-carboxylate